C[Si](OC(C(F)(F)F)\C=C\C1=CC=CC=C1)(C)C (E)-trimethyl((1,1,1-trifluoro-4-phenylbut-3-en-2-yl)oxy)silane